2-(3-hydroxyisoxazol-5-yl)-3-methylbutyric acid OC1=NOC(=C1)C(C(=O)O)C(C)C